FC(CN1C=NC(=C1C=1C=CC=2N(N1)C(=CN2)C#N)C2=CC=C(C=C2)C)F 6-(1-(2,2-difluoroethyl)-4-(p-tolyl)-1H-imidazol-5-yl)imidazo[1,2-b]pyridazine-3-carbonitrile